C(C)(C)(C)OC(=O)N1[C@@H](CN(CC1)C1=C(C=C(C(=C1)C#N)[N+](=O)[O-])Br)CO (2S)-4-(2-bromo-5-cyano-4-nitrophenyl)-2-(hydroxymethyl)piperazine-1-carboxylic acid tert-butyl ester